CSC1=NC=C(C=C1C(C)=O)[N+](=O)[O-] 1-(2-(Methylthio)-5-nitropyridin-3-yl)ethan-1-one